CC1=CC(=NN1)C1(C=2C(=NC(=N1)NC1=CC=CC=C1)NNC2)N 4-(5-methyl-1H-pyrazol-3-yl)-N6-phenyl-1H-pyrazolo[3,4-d]pyrimidine-4,6-diamine